4-(2-(4-(2-acetyl-5-chlorophenyl)-5-methoxy-2-oxopyridin-1(2H)-yl)-4-methoxybutyrylamino)-2-methoxybenzoic acid C(C)(=O)C1=C(C=C(C=C1)Cl)C1=CC(N(C=C1OC)C(C(=O)NC1=CC(=C(C(=O)O)C=C1)OC)CCOC)=O